tertbutanol C(C)(C)(C)O